C1N(CC12CCOCC2)CC=2C=CC(=NC2)C(=O)NC=2C(=C(C=CC2)C2=C(C(=CC=C2)NC(C2=NC=C(C=C2)CNCCNC(CCCN)=O)=O)C)Cl 5-((7-oxa-2-azaspiro[3.5]nonan-2-yl)methyl)-N-(3'-(5-(((2-(4-aminobutanamido)ethyl)amino)methyl)picolinamido)-2-chloro-2'-methyl-[1,1'-biphenyl]-3-yl)picolinamide